5-methyl-1-(1-methyl-1H-pyrazol-4-yl)-6-((3aR,5s,6aS)-2-(oxetan-3-yl)octahydrocyclopenta[c]pyrrol-5-yl)-1H-indazole CC=1C=C2C=NN(C2=CC1C1C[C@@H]2[C@@H](CN(C2)C2COC2)C1)C=1C=NN(C1)C